FC(C(=O)O)(F)F.C1(CCCCC1)C1C[C@H](N(C1)S(=O)(=O)N1CCOCC1)CS(=O)(=O)C1=NC=CC(=C1)CN (2-((((2S)-4-cyclohexyl-1-(morpholinosulfonyl)pyrrolidin-2-yl)methyl)sulfonyl)pyridin-4-yl)methanamine 2,2,2-trifluoroacetate